C(C1=CC=CC=C1)(=O)OOC=1C=C(C=CC1)C m-toluyl benzoyl peroxide